C1(CCCCC1)COC1=C(C(=CC(=C1)O)O)C(=O)N1CC2=C(C=CC=C2CC1)N[C@@H]1COCC1 (S)-(2-(Cyclohexyl-methoxy)-4,6-dihydroxyphenyl)(8-((tetrahydrofuran-3-yl)amino)-3,4-dihydroisoquinolin-2(1H)-yl)methanone